octahydro-pentalene-1-carboxylic acid C1(CCC2CCCC12)C(=O)O